FC1=C(C=C2C=CC=NC2=C1)C(C)N1C=NC=2C1=NC(=CN2)C2=CSC=C2 7-fluoro-6-(1-(6-(thiophen-3-yl)imidazo[4,5-b]pyrazin-1-yl)-ethyl)-quinoline